C(C)C1=C(C=CC(=C1)F)NC1=C(C(=O)NC=2C(=NC(=CC2)OC)C)C=C(C=N1)C(F)(F)F 2-((2-ethyl-4-fluorophenyl)-amino)-N-(6-methoxy-2-methylpyridin-3-yl)-5-(trifluoromethyl)-nicotinamide